1-{[(2s,4s)-4-(hydroxymethyl)-5-oxopyrrolidin-2-yl]methoxy}-7-(prop-2-yloxy)isoquinoline-6-carboxamide OC[C@@H]1C[C@H](NC1=O)COC1=NC=CC2=CC(=C(C=C12)OC(C)C)C(=O)N